BrC1=CN=CC(=N1)NC(CNC1CC1)=O N-(6-Bromopyrazin-2-yl)-2-(cyclopropylamino)acetamide